1-(3,5-difluoro-2-pyridinyl)-2-methoxy-ethanone FC=1C(=NC=C(C1)F)C(COC)=O